NC(C(=O)O)CC=1C(=NC=C(C1)C(F)(F)F)Cl 2-amino-3-(2-chloro-5-(trifluoromethyl)pyridin-3-yl)propanoic acid